ClC=1C=C(C=CC1OC(F)(F)F)N1C2=NC(=NC=C2N=C1C#C[Si](C(C)C)(C(C)C)C(C)C)N1CCOCC1 4-(9-(3-chloro-4-(trifluoromethoxy)phenyl)-8-((triisopropylsilyl)ethynyl)-9H-purin-2-yl)morpholine